ClC=1C=C(C=C(C1)F)NC([O-])=O (3-chloro-5-fluoro-phenyl)carbamate